ethyl (3R)-3-[2-bromo-6-(difluoromethoxy)phenyl]-3-{[(S)-2-methylpropane-2-sulfinyl]amino}propanoate BrC1=C(C(=CC=C1)OC(F)F)[C@@H](CC(=O)OCC)N[S@@](=O)C(C)(C)C